1-(4-((1-hydroxypropan-2-yl)oxy)-3-methylphenyl)-3-(4-isopropyl-2-(4-(trifluoromethyl)phenyl)thiazol-5-yl)propan-1-ol OCC(C)OC1=C(C=C(C=C1)C(CCC1=C(N=C(S1)C1=CC=C(C=C1)C(F)(F)F)C(C)C)O)C